N-cyclopropyl-5-((5-fluoro-4-(6-phenylimidazo[1,2-a]pyridin-3-yl)pyrimidin-2-yl)amino)pyridine C1(CC1)N1CC=CC(=C1)NC1=NC=C(C(=N1)C1=CN=C2N1C=C(C=C2)C2=CC=CC=C2)F